C(C)(=O)OC(CC=1N=C2N(C=C(C=C2Br)C2CC2)C1)C1=NC(=NC(=C1)N(CC1=C(C=C(C=C1)OC)OC)CC1=C(C=C(C=C1)OC)OC)C 1-(6-(bis(2,4-dimethoxybenzyl)amino)-2-methyl pyrimidin-4-yl)-2-(8-bromo-6-cyclopropylimidazo[1,2-a]pyridin-2-yl)ethyl acetate